4-(7,8-diamino-6-methyl-4-oxo-4H-chromen-2-yl)benzonitrile NC1=C(C=C2C(C=C(OC2=C1N)C1=CC=C(C#N)C=C1)=O)C